C12C(C3CC(CC(C1)C3)C2)NC(CN2C(C(=CC=C2)NC([C@H](CCC(C(=O)NC)=O)NC(=O)C2=NNN=C2)=O)=O)=O (S)-N1-(1-(2-(2-Adamantylamino)-2-oxoethyl)-2-oxo-1,2-dihydropyridin-3-yl)-N6-methyl-5-oxo-2-(2H-1,2,3-triazol-4-carboxamido)hexandiamid